methyl 1-(5-((2,4-difluorobenzyl)oxy)-2,3-dihydro-1H-inden-1-yl)-azetidine-3-carboxylate FC1=C(COC=2C=C3CCC(C3=CC2)N2CC(C2)C(=O)OC)C=CC(=C1)F